FC(C(C)(C)O)(F)C=1C(=C(C=CC1)[C@@H](C)NC1=NC(=NC2=CC3=C(C=C12)N(C([C@H](O3)C(C)C)=O)C)C)F |&1:28| (R/S)-4-(((R)-1-(3-(1,1-Difluoro-2-hydroxy-2-methylpropyl)-2-fluorophenyl)ethyl)amino)-8-isopropyl-2,6-dimethyl-6H-[1,4]oxazino[3,2-g]quinazolin-7(8H)-one